6-chloro-N-(4-phenethoxyphenyl)pyrimidine-4-carboxamide ClC1=CC(=NC=N1)C(=O)NC1=CC=C(C=C1)OCCC1=CC=CC=C1